C(C)N(C(OC(C)(C)C)=O)C1CCN(CC1)C=1C2=CN(N=C2C(=CC1)C(NC=1N=C2N(C=C(N=C2CC(=O)NC)C)C1)=O)C tert-butyl N-ethyl-N-[1-[2-methyl-7-[[6-methyl-8-[2-(methylamino)-2-oxo-ethyl]imidazo[1,2-a]pyrazin-2-yl]carbamoyl]indazol-4-yl]-4-piperidyl]carbamate